C(#N)N1C[C@]2(CC2C1)NC(=O)C=1SC(=CN1)C1=C(C=CC=C1)NC1=CC=C(C=C1)F N-((1R)-3-cyano-3-azabicyclo[3.1.0]hexan-1-yl)-5-(2-((4-fluorophenyl)amino)phenyl)thiazole-2-carboxamide